4-(4-chloro-2,3-difluorophenyl)-7-methyl-2-((2R,4S)-2-(2-methylpyridin-4-yl)tetrahydro-2H-pyran-4-yl)pteridine ClC1=C(C(=C(C=C1)C1=NC(=NC2=NC(=CN=C12)C)[C@@H]1C[C@@H](OCC1)C1=CC(=NC=C1)C)F)F